5-chloro-4-fluoro-2-((4-fluoro-2-isopropylphenyl)-amino)benzoic acid ClC=1C(=CC(=C(C(=O)O)C1)NC1=C(C=C(C=C1)F)C(C)C)F